4-(3-bromo-9H-carbazol-9-yl)benzonitrile BrC=1C=CC=2N(C3=CC=CC=C3C2C1)C1=CC=C(C#N)C=C1